Tert-butyl 3-{[(tert-butoxy) carbonyl] amino}-5-{2-[4-(trifluoromethyl) phenyl] ethoxy}-1H-indole-1-carboxylate C(C)(C)(C)OC(=O)NC1=CN(C2=CC=C(C=C12)OCCC1=CC=C(C=C1)C(F)(F)F)C(=O)OC(C)(C)C